tert-butyl 7-((4-cyano-2-fluorobenzyl) oxy)-3,4-dihydroisoquinoline-2(1H)-carboxylate C(#N)C1=CC(=C(COC2=CC=C3CCN(CC3=C2)C(=O)OC(C)(C)C)C=C1)F